The molecule is an unsaturated fatty acid anion that is the conjugate base of all-cis-8,11,14,17-icosatetraenoic acid, obtained by deprotonation of the carboxy group. It is a straight-chain fatty acid anion, a polyunsaturated fatty acid anion and a long-chain fatty acid anion. It is a conjugate base of an all-cis-8,11,14,17-icosatetraenoic acid. CC/C=C\\C/C=C\\C/C=C\\C/C=C\\CCCCCCC(=O)[O-]